4-amino-8-bromo-5,5-dimethyl-benzo[h]quinazolin-6-one NC1=NC=NC=2C3=C(C(C(C12)(C)C)=O)C=C(C=C3)Br